C1(CC1)C=1C(=NON1)C(=O)N[C@H](C=1N=C2N(N=CC(=C2)CC2C(NC3(COC3)C2)=O)C1)C1CCC(CC1)(F)F 4-Cyclopropyl-N-((1S)-(4,4-difluorocyclohexyl)(7-((6-oxo-2-oxa-5-azaspiro[3.4]octan-7-yl)methyl)imidazo[1,2-b]pyridazin-2-yl)methyl)-1,2,5-oxadiazole-3-carboxamide